(3-(3-isopropyl-2,4-dioxo-1,2,3,4-tetrahydroquinazolin-7-yl)benzamido)-N-methylpicolinamide C(C)(C)N1C(NC2=CC(=CC=C2C1=O)C=1C=C(C(=O)NC=2C(=NC=CC2)C(=O)NC)C=CC1)=O